C[NH2+]C[C@@H]([C@H]([C@@H]([C@@H](CO)O)O)O)O.C[NH2+]C[C@@H]([C@H]([C@@H]([C@@H](CO)O)O)O)O.C1=C(C(=C(C(=C1I)NC(=O)CCCCC(=O)NC2=C(C=C(C(=C2I)C(=O)[O-])I)I)I)C(=O)[O-])I The molecule is an organoammonium salt obtained by reaction of adipiodone with two equivalents of 1-deoxy-1-(methylamino)-D-glucitol. It is a contrast agent used in diagnostic imaging. It has a role as a radioopaque medium. It contains an adipiodone(2-).